2-fluoro-2-(4-(1-(4-(perfluoroethoxy)phenyl)-1H-1,2,4-triazol-3-yl)phenyl)ethan-1-ol FC(CO)C1=CC=C(C=C1)C1=NN(C=N1)C1=CC=C(C=C1)OC(C(F)(F)F)(F)F